COC1=CC(=CC=2N1C(=CN2)C#N)C=2N=NN(C2C)C2CCNCC2 5-Methoxy-7-[5-methyl-1-(piperidin-4-yl)-1,2,3-triazol-4-yl]imidazo[1,2-a]pyridine-3-carbonitrile